N-((2R,3S,4S,5S)-2-(((tert-butyldiphenylsilyl)oxy)methyl)-5-(dimethoxymethyl)-4-fluorotetrahydrofuran-3-yl)-6-chloro-5-nitro-2-(propylsulfanyl)pyrimidin-4-amine [Si](C1=CC=CC=C1)(C1=CC=CC=C1)(C(C)(C)C)OC[C@@H]1O[C@H]([C@H]([C@H]1NC1=NC(=NC(=C1[N+](=O)[O-])Cl)SCCC)F)C(OC)OC